2-{[2-({1-[2-(dimethylamino)acetyl]-5-methoxy-2,3-dihydro-1H-indol-6-yl}amino)-5,5-dimethyl-6,7-dihydro-5H-pyrrolo[2,3-d]pyrimidin-4-yl]amino}-N-(propan-2-yl)benzenesulfonamide CN(CC(=O)N1CCC2=CC(=C(C=C12)NC=1N=C(C2=C(N1)NCC2(C)C)NC2=C(C=CC=C2)S(=O)(=O)NC(C)C)OC)C